5-(4-((2-((N-ethylsulfamoyl)amino)pyridin-4-yl)methyl)piperazin-1-yl)-6-fluoro-N-(oxetan-3-yl)picolinamide C(C)NS(=O)(=O)NC1=NC=CC(=C1)CN1CCN(CC1)C=1C=CC(=NC1F)C(=O)NC1COC1